2,2'-dithio-bis-ethanesulfonate C(CSSCCS(=O)(=O)[O-])S(=O)(=O)[O-]